COC(C1=CC=C(C(=C1)OCC1=NN=CN1C(C1=CC=CC=C1)(C1=CC=CC=C1)C1=CC=CC=C1)OC)=O 4-methoxy-5-((4-trityl-4H-1,2,4-triazol-3-yl)methoxy)benzoic acid methyl ester